spiro[piperidine-4,5'-pyrano[3,4-f]isoindole]-1-carboxylate C=1NC=C2C=C3C(=CC12)C=COC31CCN(CC1)C(=O)[O-]